OC1=C(C(=CC(=C1)C(F)(F)F)C)C=1C=NC=2C(N1)=NN(C2)[C@H]2CCC(N(C2)C(C)C)=O (S)-5-(6-(2-hydroxy-6-methyl-4-(trifluoromethyl)phenyl)-2H-pyrazolo[3,4-b]pyrazin-2-yl)-1-isopropylpiperidin-2-one